ClC1=C(C=CC=C1)N1C=NC(=C1)C1=NC(=NC=C1C(F)(F)F)NC1CCN(CC1)S(=O)(=O)C 4-(1-(2-chlorophenyl)-1H-imidazol-4-yl)-N-(1-(methylsulfonyl)piperidin-4-yl)-5-(trifluoromethyl)pyrimidin-2-amine